3-(3,3-dimethylbutyl)-4-hydroxybenzaldehyde CC(CCC=1C=C(C=O)C=CC1O)(C)C